C12CNCC(CC1)N2CC2=C1CN(CC1=CC=C2)C2C(NC(CC2)=O)=O 4-((3,8-diazabicyclo[3.2.1]octan-8-yl)methyl)-2-(2,6-dioxopiperidin-3-yl)isoindoline